2-[5-(trifluoromethyl)pyridin-3-yl][1,2,4]triazolo[1,5-c]quinazolin FC(C=1C=C(C=NC1)C1=NN2C=NC=3C=CC=CC3C2=N1)(F)F